(E)-N-(2,3-dihydro-1H-inden-1-yl)-3-(2-oxo-2,3-dihydrobenzo[d]oxazol-5-yl)acrylamide C1(CCC2=CC=CC=C12)NC(\C=C\C=1C=CC2=C(NC(O2)=O)C1)=O